N1(CCCCC1)CC(C(=O)[O-])=C Piperidinmethacrylat